3-((4-carbamoyl-2,6-difluorophenoxy)methyl)-4-chlorobenzo[b]thiophene-2-carboxylic acid C(N)(=O)C1=CC(=C(OCC=2C3=C(SC2C(=O)O)C=CC=C3Cl)C(=C1)F)F